C(C)(C)C=1C=NC(=NC1)N 5-isopropylpyrimidin-2-amine